C(C1=CC=CC=C1)OCC1=CC=C(C=C1)NC(=O)C=1C=C(C=CC1OC)B(O)O (3-((4-((benzyloxy)methyl)phenyl)carbamoyl)-4-methoxyphenyl)boronic acid